C[C@@H]1C(N(CCO1)N=O)C(=O)O (2R)-2-methyl-4-nitrosomorpholine-3-carboxylic acid